FC(C)(C)C1=NC(=CC(=N1)C1=NN(C2=CN=C(C=C21)NC(C)=O)C)C N-(3-(2-(2-fluoropropan-2-yl)-6-methylpyrimidin-4-yl)-1-methyl-1H-pyrazolo[3,4-c]pyridin-5-yl)acetamide